C1(=CC=CC=C1)[B-](C1=CC=CC=C1)(C1=CC=CC=C1)C1=CC=CC=C1.C(CCC)N1CN(C=C1)C 1-butyl-3-methylimidazole tetraphenylborate salt